3-methyl-3-oxo-3λ6-thia-2,4-diazabicyclo[4.4.0]deca-1(6),2,7,9-tetraen-5-one CS1(=NC=2C=CC=CC2C(N1)=O)=O